N1(CCC1)CCNC1=CC=C2C=C(C(=C(C2=C1)F)N1CC(NS1(=O)=O)=O)O 5-(7-{[2-(azetidin-1-yl)ethyl]amino}-1-fluoro-3-hydroxynaphthalen-2-yl)-1λ6,2,5-thiadiazolidine-1,1,3-trione